C(CCCCC)NC1=C(C=C(C(=O)O)C=C1)S(N)(=O)=O 4-(hexylamino)-3-sulfamoyl-benzoic acid